OCC1=CC=C(C=O)O1 5-(hydroxy-methyl)-furfural